tri-octyl citrate C(CC(O)(C(=O)OCCCCCCCC)CC(=O)OCCCCCCCC)(=O)OCCCCCCCC